p-nitrophenyl 2,3,4,6-tetra-O-acetyl-beta-D-glucopyranosyl carbonate C(OC1=CC=C(C=C1)[N+](=O)[O-])(O[C@H]1[C@H](OC(C)=O)[C@@H](OC(C)=O)[C@H](OC(C)=O)[C@H](O1)COC(C)=O)=O